(S)-1-azido-3-benzyloxy-2-propanol N(=[N+]=[N-])C[C@@H](COCC1=CC=CC=C1)O